FC1=C2C=C(N(C2=CC=C1N1C(C2=NC(=C(N=C2C(=C1)C(=O)N1CCC(CC1)F)OC)OC)=O)C)C 6-(4-fluoro-1,2-dimethyl-1H-indol-5-yl)-8-(4-fluoropiperidine-1-carbonyl)-2,3-dimethoxypyrido[3,4-b]pyrazin-5(6H)-one